2-bromo-5-[3-(3,3-dimethylcyclopentyloxy)phenyl]-4-(2,6-dimethylphenyl)thiazole BrC=1SC(=C(N1)C1=C(C=CC=C1C)C)C1=CC(=CC=C1)OC1CC(CC1)(C)C